5-Bromomethylpicolinamide BrCC=1C=CC(=NC1)C(=O)N